3-{4-[(6,7-dimethoxy-4-quinazolinyl)oxy]bicyclo[2.2.2]oct-1-yl}-1-[5-(trifluoromethyl)-3-pyridinyl]-2,4-imidazolidinedione COC=1C=C2C(=NC=NC2=CC1OC)OC12CCC(CC1)(CC2)N2C(N(CC2=O)C=2C=NC=C(C2)C(F)(F)F)=O